dimethyl-(4-(cyano)benzyl)sulfonium triflate [O-]S(=O)(=O)C(F)(F)F.C[S+](CC1=CC=C(C=C1)C#N)C